FCC12CC(C1)(C2)NC(=O)NCC2=CC(=CC=C2)C(F)(F)F 1-(3-Fluoromethyl-bicyclo[1.1.1]pent-1-yl)-3-(3-trifluoromethyl-benzyl)-urea